N=1OC=C2C1C=1C(=NN3C1CN(CC3)C(=O)OC(C)(C)C)CCC2 tert-butyl 5,6,9,10-tetrahydro-4H-isoxazolo[3'',4'':3',4']cyclohepta[1',2':3,4]pyrazolo[1,5-a]pyrazine-11(12H)-carboxylate